(3aR,6aS)-5-(6-Ethynyl-1-(oxetan-3-yl)-1H-pyrazolo[3,4-d]pyrimidin-4-yl)hexahydro-1H-furo[3,4-c]pyrrole C(#C)C1=NC(=C2C(=N1)N(N=C2)C2COC2)N2C[C@@H]1[C@H](C2)COC1